C(CCCC)C1=CC2=C(C3=CC=CC=C3C(=C2C=C1)OCCCCC(=O)OC(C)C)OCCCCC(=O)OC(C)C 2-pentyl-9,10-bis(isopropoxycarbonylbutyleneoxy)anthracene